COC(CCCCCCCOCCCCCCCC(=O)OC)=O 8,8'-oxydioctanoic acid dimethyl ester